4-((S)-2-(dimethylamino)-3-((S)-3-(5-methylthiazol-2-yl)-3-(1-(trifluoromethyl)cyclopropyl)propanamido)propyl)benzamide CN([C@@H](CC1=CC=C(C(=O)N)C=C1)CNC(C[C@@H](C1(CC1)C(F)(F)F)C=1SC(=CN1)C)=O)C